BrC=1C=C(C=C(C1)F)C1(CC(C1)(C)OC)C(=O)O (1r,3r)-1-(3-bromo-5-fluorophenyl)-3-methoxy-3-methylcyclobutane-1-carboxylic acid